FC1=C(C=CC(=C1)[C@H]1NCCC1)C=1N=C2SC3=C(N2C1C(=O)O)C=CC(=C3)C(NCCCN3CCC(CC3)F)=O (S)-2-(2-fluoro-4-(pyrrolidin-2-yl)phenyl)-7-((3-(4-fluoropiperidin-1-yl)propyl)carbamoyl)benzo[d]imidazo[2,1-b]thiazole-3-carboxylic acid